(1S,2S)-2-fluoro-N-(7-(6-((R)-1-hydroxybutyl-1-d)-4-methylpyridin-3-yl)-2,6-naphthyridin-3-yl)cyclopropane-1-carboxamide F[C@@H]1[C@@H](C1)C(=O)NC=1N=CC2=CC(=NC=C2C1)C=1C=NC(=CC1C)[C@](CCC)([2H])O